2-fluoro-1-(4-fluorophenyl)butan-1-ol FC(C(O)C1=CC=C(C=C1)F)CC